N-[(6-Amino-2-pyridyl)sulfonyl]-6-(3-fluoro-5-isobutoxyphenyl)-2-[2-(2-pyridyl)pyrrolidin-1-yl]pyridin-3-carboxamid NC1=CC=CC(=N1)S(=O)(=O)NC(=O)C=1C(=NC(=CC1)C1=CC(=CC(=C1)OCC(C)C)F)N1C(CCC1)C1=NC=CC=C1